C1(CC1)C1=NNC(=C1)NC([C@H](C)C=1C=NN(C1)C=1N=C(SC1)C(F)F)=O (R)-N-(3-cyclopropyl-1H-pyrazol-5-yl)-2-(1-(2-(difluoromethyl)thiazol-4-yl)-1H-pyrazol-4-yl)propanamide